C1,4-butanediol C(CCCO)O